Cl.CC1N(CCOC1)[C@@H]1[C@@H](NCC1)C1=C(C(=CC=C1)C)Cl 3-methyl-4-[(2S,3S)-2-(2-chloro-3-methyl-phenyl)pyrrolidine-3-yl]morpholine hydrochloride